F\C(\C(=O)NC=1C=C2C(=NC=NC2=CC1OC)NC1=C(C=C(C(=C1)C)OC1=CC=C2C=CC=NC2=C1)OC)=C\[C@@H]1N(CCC1)C (R,E)-2-fluoro-N-(7-methoxy-4-((2-methoxy-5-methyl-4-(quinolin-7-yloxy)phenyl)amino)quinazolin-6-yl)-3-(1-methylpyrrolidin-2-yl)acrylamide